C(C)(C)(C)OC(NCC#CC1=C(C=CC(=C1)F)Br)=O (3-(2-bromo-5-fluorophenyl)prop-2-yn-1-yl)-carbamic acid tert-butyl ester